FC(C1[C@H](NCC1)C(=O)N)(F)F 3-(trifluoromethyl)-L-prolinamide